Sodium N-(3,4-dichlorophenyl)sulfamate ClC=1C=C(C=CC1Cl)NS([O-])(=O)=O.[Na+]